ClC1=CC=C(C(=N1)C(=O)NS(=O)(=O)C)N[C@H](C)C=1C=C(C=C2C(N(C(=NC12)N1C[C@H](CCC1)C=1C=NC(=CC1)C)C)=O)C |o1:29| 6-chloro-3-(((R)-1-(3,6-dimethyl-2-((R*)-3-(6-methylpyridin-3-yl)piperidin-1-yl)-4-oxo-3,4-dihydroquinazolin-8-yl)ethyl)amino)-N-(methylsulfonyl)picolinamide